((2-ethylhexyl)oxy)benzene-1,4-diamine C(C)C(COC1=C(C=CC(=C1)N)N)CCCC